N-(2-hydroxyethyl)-9-[3-(2Z,5Z,8Z)-2,5,8-undecatrien-1-yl-2-oxiranyl]-4Z,7Z-nonadienamide OCCNC(C=C\C=C/CCCCC1OC1C\C=C/C\C=C/C\C=C/CC)=O